1-(9Z-hexadecenoyl)-2-(5Z,8Z,11Z,14Z,17Z-eicosapentaenoyl)-glycero-3-phospho-(1'-sn-glycerol) CCCCCC/C=C\CCCCCCCC(=O)OC[C@H](COP(=O)(O)OC[C@H](CO)O)OC(=O)CCC/C=C\C/C=C\C/C=C\C/C=C\C/C=C\CC